C(C)C=1C(=NC2=CC(=CC=C2C1)C=1SC=CC1)OC ethyl-2-methoxy-7-(thiophen-2-yl)quinoline